ClC1=C(C=CC=C1C1=NC=NC(=C1Cl)C1=CC(=C(C=C1)CNC1CC(C1)O)OC)C1=CC=C(C(=N1)OC)CNC1CC(C1)O (1s,3r)-3-(((6-(2-chloro-3-(5-chloro-6-(4-((((1s,3r)-3-hydroxycyclobutyl)amino)methyl)-3-methoxyphenyl)pyrimidin-4-yl)phenyl)-2-methoxypyridin-3-yl)methyl)amino)cyclobutan-1-ol